COC=1C=C(C=CC1)S(=O)(=N)CP(OCC)(OCC)=O Diethyl ((3-methoxyphenylsulfonimidoyl)methyl)phosphonate